CS(=O)(=O)OCC1=C(C(=CC(=C1)Br)F)F 5-bromo-2,3-difluorobenzyl methanesulfonate